COC1=NC2=CC(=CC(=C2N=C1)C=1SC2=C(N1)C=CC1=C2CC(O1)(C)C)C 2-(2-methoxy-7-methylquinoxalin-5-yl)-7,7-dimethyl-7,8-dihydrobenzofuro[5,4-d]thiazole